4-(6-(2-(3-methylbenzylidene)hydrazinyl)-9-(pyridin-3-yl)-9H-purin-2-yl)morpholine CC=1C=C(C=NNC2=C3N=CN(C3=NC(=N2)N2CCOCC2)C=2C=NC=CC2)C=CC1